2-((4-(4-(3-bromo-4-fluorophenyl)-5-oxo-4,5-dihydro-1,2,4-oxadiazol-3-yl)-1,2,5-oxadiazol-3-yl)amino)ethanesulfonamide BrC=1C=C(C=CC1F)N1C(=NOC1=O)C=1C(=NON1)NCCS(=O)(=O)N